ClC=1C(=CC2=C(N=C(S2)N2C(C3C4C=CC(C3C2=O)C4)=O)C1)C 2-(5-chloro-6-methylbenzo[d]thiazol-2-yl)-3a,4,7,7a-tetrahydro-1H-4,7-methanoisoindole-1,3(2H)-dione